(R)-2-(7-(methoxycarbonylamino)dibenzo[b,d]thiophene-3-sulfonamido)-3-methyl-butanoic acid COC(=O)NC1=CC2=C(C3=C(S2)C=C(C=C3)S(=O)(=O)N[C@@H](C(=O)O)C(C)C)C=C1